N1(N=CC=C1)C1CN(CC1)C1=NC=C(C=C1C(=O)NC1=CC(=NC=C1)S(N)(=O)=O)C(F)(F)F 2-(3-pyrazol-1-yl-pyrrolidin-1-yl)-N-(2-sulfamoyl-4-pyridyl)-5-(trifluoromethyl)pyridine-3-carboxamide